(1R,2S,5S)-3-(diphenylcarbamoyl)-8-((R)-2-(p-tolyl)pyrrolidine-1-carbonyl)-3,8-diazabicyclo[3.2.1]octane-2-carboxylic acid C1(=CC=CC=C1)N(C(=O)N1[C@@H]([C@H]2CC[C@@H](C1)N2C(=O)N2[C@H](CCC2)C2=CC=C(C=C2)C)C(=O)O)C2=CC=CC=C2